Methyl 2-(aminomethyl)-5-bromobenzoate hydrochloride Cl.NCC1=C(C(=O)OC)C=C(C=C1)Br